C(C)(C)(C)OC(=O)N1CCC(CC1)C=1SC2=C(N1)C(=C(N2)Br)C(C)C.CNC(C2=CC(=CC=C2)CN2C(C1=CC=C(C=C1C=C2)C=2C=NNC2)=O)=O n-methyl-3-((1-oxo-6-(1H-pyrazol-4-yl)isoquinolin-2(1H)-yl)methyl)benzamide tert-butyl-4-(5-bromo-6-isopropyl-4H-pyrrolo[3,2-d]thiazol-2-yl)piperidine-1-carboxylate